N-(2-aminoethyl)-5-[(2R)-4-[2-chloro-4-(trifluoromethyl)benzoyl]-2-ethylpiperazin-1-yl]-2-(2-ethoxyphenyl)pyridine-4-carboxamide NCCNC(=O)C1=CC(=NC=C1N1[C@@H](CN(CC1)C(C1=C(C=C(C=C1)C(F)(F)F)Cl)=O)CC)C1=C(C=CC=C1)OCC